C1=CC=CCCCC1.[Rh+] rhodium (I) (cyclooctadiene)